C(C)S(=O)(=O)OC1CC(C1)C#N (3-cyanocyclobutyl) ethanesulfonate